COC([C@@H](NC(=O)OCC1=CC=CC=C1)CCO)=O N-benzyloxycarbonyl-L-homoserine methyl ester